N1=CC=C(C2=CC=CC=C12)C[C@H](N)C(=O)O 3-(4-Quinolyl)-alanine